C(C1=CC=CC=C1)N([C@@H](CC(=O)OCC)C=1C=C(C=CC1)C1=C(C=CC=C1)OC)[C@H](C)C1=CC=CC=C1 ethyl (S)-3-(benzyl((R)-1-phenylethyl)amino)-3-(2'-methoxybiphenyl-3-yl)propanoate